[I+].CN1C(=[N+](C=C1)CCC)C 1,2-Dimethyl-3-propylimidazolium iodine